O1CS(C=C1)=O [1,3]oxathiole 3-oxide